(±)-trans-4-(4-(2H-indazol-2-yl)-1-((5-methoxy-7-methyl-1H-indol-4-yl)methyl)piperidin-2-yl)benzoic acid N=1N(C=C2C=CC=CC12)[C@H]1C[C@@H](N(CC1)CC1=C2C=CNC2=C(C=C1OC)C)C1=CC=C(C(=O)O)C=C1 |r|